1-(1-((3-(3,4-dimethoxythiophen-2-yl)phenyl)sulfonyl)-5-(2-fluorophenyl)-1H-pyrrol-3-yl)-N-methylmethanamine hydrochloride Cl.COC1=C(SC=C1OC)C=1C=C(C=CC1)S(=O)(=O)N1C=C(C=C1C1=C(C=CC=C1)F)CNC